COC=1C=C(C=CC1OC)C1=CC(=NO1)C1=CC=C(N)C=C1 4-(5-(3,4-dimethoxyphenyl)isoxazol-3-yl)aniline